C(CCCCCC)C1=CC=C(C=C1)CC[Mg]Br 2-(4-heptylphenyl)ethylmagnesium bromide